6-(methanesulfonylmethyl)pyridin-3-amine CS(=O)(=O)CC1=CC=C(C=N1)N